N(=C=O)C(CC[Si](OC)(OC)C)C 3-isocyanatobutylmethyldimethoxysilane